C[C@H]1CC[C@@H](NC1)C1=CC2=CN(N=C2C=C1)[C@H]1CC(N(CC1)C)(C)C |o1:16| 5-[(2R,5S)-5-methyl-2-piperidyl]-2-[rel-(4R)-1,2,2-trimethyl-4-piperidyl]indazole